2-butyl-3-(4-chlorobutyl)-N,N-bis[(2,4-dimethoxyphenyl)methyl]-4-isopropoxy-imidazo[4,5-d]pyridazin-7-amine C(CCC)C=1N(C=2C(=C(N=NC2OC(C)C)N(CC2=C(C=C(C=C2)OC)OC)CC2=C(C=C(C=C2)OC)OC)N1)CCCCCl